alpha-cumyl neodecanoate (alpha-cumyl peroxyneodecanoate) C(C)(C)(C1=CC=CC=C1)C(C(=O)OO)CCCCC(C)(C)C.C(CCCCCC(C)(C)C)(=O)OC(C)(C)C1=CC=CC=C1